C(C)OC=1C=C(C=C(C1)OCC)C(=O)N1CC2=C(N=C(N=C2)C2=NC=CC=C2)CC1 (3,5-diethoxyphenyl)-[2-(2-pyridyl)-7,8-dihydro-5H-pyrido[4,3-d]pyrimidin-6-yl]methanone